ClC=1C(=C(C=CC1)C1(CCN(CC1)C(C=C)=O)NC1=CC=C2C(C(N(C2=C1)C)=O)(C)C)C 6-{[4-(3-chloro-2-methylphenyl)-1-(prop-2-enoyl)piperidin-4-yl]amino}-1,3,3-trimethylindol-2-one